ClC1=NC=C(C(=C1)N1C[C@H]([C@H](CC1)F)NC(OC(C)(C)C)=O)CCC1CCOCC1 tert-Butyl ((3R,4S)-1-(2-chloro-5-((tetrahydro-2H-pyran-4-yl)ethanyl)pyridin-4-yl)-4-fluoropiperidin-3-yl)carbamate